C1CCC(CC1)N2C=NC3=C(N=C(N=C32)OC4=CC=CC5=CC=CC=C54)NC6=CC=C(C=C6)N7CCOCC7 9-cyclohexyl-N-[4-(morpholinyl)phenyl]-2-(1-naphthalenyloxy)-9H-purin-6-amine